6-(3-methylazepin-1-yl)pyridin-3-amine CC1=CN(C=CC=C1)C1=CC=C(C=N1)N